CN(C1=CC=2C=CC=C(C2C=C1)S(=O)(=O)Cl)C 2-Dimethylaminonaphthalene-5-Sulfonyl Chloride